(2R,4S,5R,6R)-6-((1R,2R)-3-(2-(3-fluorophenyl)acetamido)-1,2-dihydroxypropyl)-4-hydroxy-5-(2-hydroxyacetamido)-2-((4-(prop-2-yn-1-yloxy)benzyl)oxy)tetrahydro-2H-pyran-2-carboxylic acid FC=1C=C(C=CC1)CC(=O)NC[C@H]([C@@H](O)[C@H]1[C@@H]([C@H](C[C@@](O1)(C(=O)O)OCC1=CC=C(C=C1)OCC#C)O)NC(CO)=O)O